1,2-bis(tri-bromophenoxy)ethane Ethyl-(Z)-2-(4-(3-methylbenzyl)-2-((4-methylcyclohexyl)imino)-5-oxo-2,5-dihydrofuran-3-yl)acetate C(C)OC(CC=1/C(/OC(C1CC1=CC(=CC=C1)C)=O)=N/C1CCC(CC1)C)=O.BrC1=C(C(=C(OCCOC2=C(C(=C(C=C2)Br)Br)Br)C=C1)Br)Br